CC=1C=CC2=C3C(C(C(=C2C1)OC(=O)OCCC)=O)=C1C=CC=CC1=C(C3=O)OC(=O)OCCC 2-methyl-5,11-dioxo-6,12-bis(n-propyloxycarbonyloxy)naphthonaphthalene